cis-N1-(5-(1,5-naphthyridin-2-yl)pyrrolo[2,1-f][1,2,4]triazin-2-yl)-N3-methylcyclobutane-1,3-diamine N1=C(C=CC2=NC=CC=C12)C=1C=CN2N=C(N=CC21)N[C@@H]2C[C@@H](C2)NC